FC1=CC(=CC2=C1NC([C@H](CO2)NC(=O)C=2N=C1N(N2)C(CC1)C(C)C)=O)C N-[(3S)-6-fluoro-8-methyl-4-oxo-3,5-dihydro-2H-1,5-benzoxazepine-3-yl]-5-isopropyl-6,7-dihydro-5H-pyrrolo[1,2-b][1,2,4]Triazole-2-carboxamide